C(C)(C)(C)OC(=O)N1[C@@H](COCC1)C=1C=C(C=C2CCN(CC12)C(=O)C1(CCOCC1)O)C=1C=C2C(=NC1)NC=C2C (R)-3-(2-(4-hydroxytetrahydro-2H-pyran-4-carbonyl)-6-(3-methyl-1H-pyrrolo[2,3-b]pyridin-5-yl)-1,2,3,4-tetrahydroisoquinolin-8-yl)Morpholine-4-carboxylic acid tert-butyl ester